FC(F)SC=1C(=NN2C1C=CC=C2N[C@H]2[C@H](CN(CC2)C)F)C#CCNC2=C(C=C(C(=O)NC)C=C2)OC 4-[(3-{3-[(difluoromethyl)sulfanyl]-7-{[(3S,4R)-3-fluoro-1-methylpiperidin-4-yl]amino}pyrazolo[1,5-a]pyridin-2-yl}prop-2-yn-1-yl)amino]-3-methoxy-N-methylbenzamide